(R)-3-isopropyl-2-(2-methylpyridin-4-yl)-5-(1-(pyrrolidin-3-ylmethyl)piperidin-4-yl)-1H-indole C(C)(C)C1=C(NC2=CC=C(C=C12)C1CCN(CC1)C[C@H]1CNCC1)C1=CC(=NC=C1)C